tetrahydro-1H-imidazo[1,2-a]imidazole N1C=2N(CC1)CCN2